2-methyl-N-(7-{8-methyl-1H,2H,3H-pyrido[2,3-b][1,4]oxazin-7-yl}-5H,6H,7H,8H-pyrido[3,4-d]pyrimidin-2-yl)-2,3-dihydro-1H-isoindol-5-amine hydrochloride Cl.CN1CC2=CC=C(C=C2C1)NC=1N=CC2=C(N1)CN(CC2)C2=C(C1=C(OCCN1)N=C2)C